(R/S)-2-(5-(1-aminoethyl)-2-fluorophenyl)-2,2-difluoroethanol N[C@H](C)C=1C=CC(=C(C1)C(CO)(F)F)F |r|